O1C2=C(OCC1)C=C(C=C2)C(C=C)=O 1-(2,3-dihydrobenzo[b][1,4]dioxin-6-yl)prop-2-en-1-one